3,4,5-tris(dodecyloxy)benzyl alcohol C(CCCCCCCCCCC)OC=1C=C(CO)C=C(C1OCCCCCCCCCCCC)OCCCCCCCCCCCC